N-(2-oxo-1,2-dihydropyridin-4-yl)-6-(trifluoromethyl)nicotinamide O=C1NC=CC(=C1)NC(C1=CN=C(C=C1)C(F)(F)F)=O